((7,9-dioxo-6,10-dioxaspiro[4.5]dec-8-ylidene)-λ3-iodo)-5-(pyridin-2-ylethynyl)benzonitrile O=C1OC2(CCCC2)OC(C1=IC1=C(C#N)C=C(C=C1)C#CC1=NC=CC=C1)=O